NC=1C(=NC=CC1)OCC1CCN(CC1)C(=O)OC(C)(C)C tert-butyl 4-{[(3-aminopyridin-2-yl)oxy]methyl}piperidine-1-carboxylate